2-(3-methyl-2-carbonyl-2,3-dihydrobenzo[d]oxazol-7-yl)acetic acid CN1C(OC2=C1C=CC=C2CC(=O)O)=C=O